2,7-dichloro-8-fluoro-4-(5-fluoro-3,6-dihydro-2H-pyridin-1-yl)pyrido[4,3-d]pyrimidine ClC=1N=C(C2=C(N1)C(=C(N=C2)Cl)F)N2CCC=C(C2)F